5-(2-methyl-2-adamantyloxycarbonyl-methyloxycarbonyl)-7-oxo-bicyclo[2.2.1]Hept-2-ene CC1(C2CC3CC(CC1C3)C2)OC(=O)COC(=O)C2C3C=CC(C2)C3=O